3-{[(5Z)-3-fluorotetradec-5-en-1-yl]sulfanyl}propanoic acid FC(CCSCCC(=O)O)C\C=C/CCCCCCCC